C(C)(=O)NCC1=CC=C(C=C1)C1=CC=C2C(=N1)SC(=N2)NC(C2=CN=C(C=C2C2=C(C=CC(=C2)C#N)OC)C)=O N-(5-(4-(acetamidomethyl)phenyl)thiazolo[5,4-b]pyridin-2-yl)-4-(5-cyano-2-methoxyphenyl)-6-methylnicotinamide